1-(4-(difluoromethyl)piperidin-4-yl)ethan-1-amine FC(C1(CCNCC1)C(C)N)F